N-{2-chloro-6-[1-(propan-2-yl)-1,2,3,6-tetrahydropyridine-4-yl]phenyl}-4-methyl-4-(4-methylphenyl)piperidine-1-carboxamide ClC1=C(C(=CC=C1)C=1CCN(CC1)C(C)C)NC(=O)N1CCC(CC1)(C1=CC=C(C=C1)C)C